S(=O)(=O)(C1=CC=C(C)C=C1)N1C(OC(C2=C1C=CC=C2)C=C)=O 1-tosyl-4-vinyl-1,4-dihydro-2H-benzo[d][1,3]oxazin-2-one